ClC=1C=C2C(=NC(=NC2=C(C1C1=C2C=NNC2=CC=C1C)OCC(F)(F)F)C1CCN(CC1)C)N1CCC2(CN(C2)C(C=C)=O)CC1 1-(7-(6-chloro-7-(5-methyl-1H-indazol-4-yl)-2-(1-methylpiperidin-4-yl)-8-(2,2,2-trifluoroethoxy)quinazoline-4-yl)-2,7-diazaspiro[3.5]nonan-2-yl)prop-2-en-1-one